((4-(3-((1r,3r,5S,7S)-3,5-dimethyladamantan-1-yl)ureido)-3-fluorophenyl)sulfonyl)piperidine-3-carboxylic acid ethyl ester C(C)OC(=O)C1CN(CCC1)S(=O)(=O)C1=CC(=C(C=C1)NC(=O)NC12C[C@]3(C[C@](CC(C1)C3)(C2)C)C)F